(R)-3-methyl-4-(4-((methylsulfonyl)methyl)-1-((2-(trimethylsilyl)ethoxy)methyl)-1H-pyrrolo[2,3-b]pyridin-6-yl)morpholine C[C@H]1N(CCOC1)C1=CC(=C2C(=N1)N(C=C2)COCC[Si](C)(C)C)CS(=O)(=O)C